dimethylammonium chloride phosphate P(=O)([O-])([O-])[O-].[Cl-].C[NH2+]C.C[NH2+]C.C[NH2+]C.C[NH2+]C